[O-]CC.[Ge+4].[O-]CC.[O-]CC.[O-]CC germanium(IV) ethoxide